Tert-Butyl 3-(3-(4-(2-hydroxyethoxy)phenyl)-2-oxoimidazolidin-1-yl)-2,6-dioxopiperidine-1-carboxylate OCCOC1=CC=C(C=C1)N1C(N(CC1)C1C(N(C(CC1)=O)C(=O)OC(C)(C)C)=O)=O